C1=CC=CC=2C3=CC=CC=C3C(=CC12)C=1C=C(C=CC1)NC1=CC=CC=C1 3-(9-phenanthryl)phenyl-N-phenylamine